5-((5-(2-(((1s,3s)-3-aminocyclobutyl)methoxy)-6-methoxyphenyl)-1H-pyrazol-3-yl)amino)pyrazine-2-carbonitrile NC1CC(C1)COC1=C(C(=CC=C1)OC)C1=CC(=NN1)NC=1N=CC(=NC1)C#N